ClC1=C(C(=O)N[C@H](C(=O)OC)CNC(=O)N[C@@H]2CCC3=CC=CC=C23)C(=CC=C1N1CC(C1)C1=CC=CC=C1)Cl (S)-methyl 2-(2,6-dichloro-3-(3-phenylazetidin-1-yl)benzamido)-3-(3-((R)-2,3-dihydro-1H-inden-1-yl)ureido)propanoate